4-METHYL-4-NITROVALERALDEHYDE CC(CCC=O)(C)[N+](=O)[O-]